CC1(OCCC(O1)CO)C (2,2-dimethyl-1,3-dioxane-4-yl)methanol